7-(1-propenylpiperidin-4-yl)-2-(4-(4-methoxyphenoxy)phenyl)-1H-imidazo[1,2-b]Pyrazole-3-carboxamide C(=CC)N1CCC(CC1)C1=C2N(N=C1)C(=C(N2)C2=CC=C(C=C2)OC2=CC=C(C=C2)OC)C(=O)N